C(C)C=1C(=NC(=C(C(=O)O)C1)N)CCCC ethyl-2-amino-6-butylnicotinic acid